NC1=C(C=NC2=CC=C(C=C12)N)C#N 4,6-DIAMINO-QUINOLINE-3-CARBONITRILE